C(C)C=1C=NN(C1)C1(CN(C1)C=1C=2N(C=CC1)N=C(N2)NC2=CC=C(C=C2)C(=O)N2CCC(CC2)N2CCOCC2)CC#N 2-[3-(4-ethylpyrazol-1-yl)-1-[2-[4-(4-morpholinopiperidine-1-carbonyl)anilino]-[1,2,4]triazolo[1,5-a]pyridin-8-yl]azetidin-3-yl]acetonitrile